CN(C(CC=1SC2=C(N1)C=C(C=C2)[C@@H]2N(C[C@H](CC2)C)C(C(=O)NC2=NC(=C(C(=O)N)C=C2)OC)=O)(C)C)C (2-((2R,5s)-2-(2-(2-(dimethylamino)-2-methylpropyl)benzo[d]thiazol-5-yl)-5-methylpiperidin-1-yl)-2-oxoacetamido)-2-methoxynicotinamide